C(C=C)(=O)N1CC(CCC1)C=1C=CC(=C2C=NC=NC12)C1=CC=C(C(=O)NC2=NC=CC=C2)C=C1 4-(8-(1-acryloylpiperidin-3-yl)quinazolin-5-yl)-N-(pyridin-2-yl)benzamide